[6-[2-(azetidin-3-yloxy)pyrimidin-5-yl]-2-methoxy-3-pyridinyl]-5-methyl-3-phenyl-isoxazole-4-carboxamide N1CC(C1)OC1=NC=C(C=N1)C1=CC=C(C(=N1)OC)NC(=O)C=1C(=NOC1C)C1=CC=CC=C1